CC1=CC=C2C(=N1)[C@H](CC1=C(O2)C=CC=C1)CN |o1:7| (R*)-(2-methyl-10,11-dihydrobenzo[6,7]oxepino[3,2-b]pyridin-11-yl)methanamine